benzyl (S)-4-(7-(8-chloronaphthalen-1-yl)-6-methyl-2-(((S)-1-methylpyrrolidin-2-yl)methoxy)-8-oxo-7,8-dihydropyrimido[5,4-d]pyrimidin-4-yl)-2-(cyanomethyl)piperazine-1-carboxylate ClC=1C=CC=C2C=CC=C(C12)N1C(=NC2=C(N=C(N=C2N2C[C@@H](N(CC2)C(=O)OCC2=CC=CC=C2)CC#N)OC[C@H]2N(CCC2)C)C1=O)C